2-[methyl({4-phenyl-6-[2-(1,2,3,4-tetrahydroquinolin-6-yl)ethyl]quinolin-2-yl})amino]acetic acid CN(CC(=O)O)C1=NC2=CC=C(C=C2C(=C1)C1=CC=CC=C1)CCC=1C=C2CCCNC2=CC1